C(COCCCC1=C2CN(C(C2=CC=C1)=O)C1C(N(C(CC1)=O)C)=O)OCCCC1=C2CN(C(C2=CC=C1)=O)C1C(N(C(CC1)=O)C)=O 3,3'-(((Ethane-1,2-diylbis(oxy))bis(propane-3,1-diyl))bis(1-oxoisoindoline-4,2-diyl))bis(1-methylpiperidine-2,6-dione)